CC1SC(SC1C)C1=C[N+](=C2N(C1=O)C=CC=C2)CC=2C=NC=NC2 3-(4,5-dimethyl-1,3-dithiolan-2-yl)-4-oxo-1-(pyrimidin-5-ylmethyl)-4H-pyrido[1,2-a]pyrimidinium